1-(3-ethoxy-4-methyl-1-phenyl-1H-pyrazol-5-yl)-3-((3S,4R)-1-(1-methyl-1H-pyrazol-5-yl)-4-phenylpyrrolidin-3-yl)urea C(C)OC1=NN(C(=C1C)NC(=O)N[C@@H]1CN(C[C@H]1C1=CC=CC=C1)C1=CC=NN1C)C1=CC=CC=C1